BrC=1N=C(N2C1C(=CC(=C2)S(=O)(=O)N(CC2=C(C=C(C=C2)OC)OC)C2(COC2)C#N)Cl)C=2SC(=NN2)C(F)F 1-bromo-8-chloro-N-(3-cyanooxetan-3-yl)-3-(5-(difluoromethyl)-1,3,4-thiadiazole-2-yl)-N-(2,4-dimethoxybenzyl)imidazo[1,5-a]pyridine-6-sulfonamide